ClC1=NC=C(C=N1)C1=C(C=C(C=C1)F)[N+](=O)[O-] chloro-5-(4-fluoro-2-nitrophenyl)pyrimidine